FC1OCOC1(F)F 4,5,5-trifluoro-1,3-dioxolane